NC1=CC=C(C=C1)NS(=O)(=O)C1=NC=CC=N1 N-(4-aminophenyl)pyrimidine-2-sulfonamide